ClC1=NN2C(C(=N1)NC=1SC(=CN1)C1=CC(=C(C(=C1)OC)OC)OC)=CC=C2 N-(2-chloropyrrolo[2,1-f][1,2,4]triazin-4-yl)-5-(3,4,5-trimethoxyphenyl)thiazol-2-amine